Benzyl 2-((1,3-dioxoisoindolin-2-yl) oxy)-2,2-dideuteroacetate O=C1N(C(C2=CC=CC=C12)=O)OC(C(=O)OCC1=CC=CC=C1)([2H])[2H]